FC1(C(CN(CC1)C1=C(C=C2C(=N1)CCCCCC2)C(=O)N)C)F 2-(4,4-difluoro-3-methylpiperidin-1-yl)-5,6,7,8,9,10-hexahydrocycloocta[b]pyridine-3-carboxamide